ClC1=C(C(=NN1C)C1=NOC(=C1)C)CN1CC(CC1)CNCC(C)C N-((1-((5-Chloro-1-methyl-3-(5-methylisoxazol-3-yl)-1H-pyrazol-4-yl)methyl)pyrrolidin-3-yl)methyl)-2-methylpropan-1-amine